(±)-dimethyl (3-methyl-2-oxo-6-phenylhexyl)phosphonate C[C@@H](C(CP(OC)(OC)=O)=O)CCCC1=CC=CC=C1 |r|